OC[C@@H]1[C@H]([C@@H]([C@H](C(S1)O)O)O)O (3R,4S,5S,6R)-6-(hydroxymethyl)tetrahydro-2H-thiopyran-2,3,4,5-tetraol